FC1=C(C(=O)NC2=C(C=C(C=C2)C(C(F)(F)F)(C(F)(F)F)F)C(F)(F)F)C=CC=C1 2-fluoro-N-[4-(perfluoropropane-2-yl)-2-(trifluoromethyl)phenyl]benzamide